1-(1H-benzo[d]imidazol-2-yl-3,4-dihydroquinolin-1(2H)-yl)(cyclopropyl)methanone N1C(=NC2=C1C=CC=C2)C2N(C1=CC=CC=C1CC2)C(=O)C2CC2